3,6-dimethyl-1-heptyne-3-ol CC(C#C)(CCC(C)C)O